3-fluoro-1-methylpyridin-2(1H)-one FC=1C(N(C=CC1)C)=O